FC(\C=C/C(F)(F)F)(F)F (Z)-1,1,1,4,4,4-Hexafluoro-2-butene